O1CC(C1)N1C2CNCC1C2 6-(oxetan-3-yl)-3,6-diazabicyclo[3.1.1]heptane